tert-butyl N-[(6S)-1,4-oxazepan-6-yl]carbamate O1CCNC[C@@H](C1)NC(OC(C)(C)C)=O